FC([C@H]1[C@H](CN(C1)C)O)F (3R,4R)-4-(difluoromethyl)-1-methylpyrrolidin-3-ol